[O-2].[Y+3].[O-2].[O-2].[Y+3] (1r)-yttrium oxide